6-Chloro-4-(piperidin-1-yl)pyrido[3,2-d]pyrimidine ClC=1C=CC=2N=CN=C(C2N1)N1CCCCC1